2-(2-((5-bromo-2,3-dihydrospiro[indene-1,4'-piperidin]-3-yl)oxy)-6-methylphenyl)acetic acid ethyl ester C(C)OC(CC1=C(C=CC=C1C)OC1CC2(CCNCC2)C2=CC=C(C=C12)Br)=O